1-cyclopropyl-6-fluoro-7-(2-hydroxyethoxy)-3-({[(2-methylpyridin-4-yl)methyl][(3S)-1-(pyrazin-2-yl)piperidin-3-yl]amino}methyl)-1,4-dihydroquinolin-4-one hydrochloride Sodium hydride [H-].[Na+].Cl.C1(CC1)N1C=C(C(C2=CC(=C(C=C12)OCCO)F)=O)CN([C@@H]1CN(CCC1)C1=NC=CN=C1)CC1=CC(=NC=C1)C